3,5-dimethyl-para-hydroxybenzoic acid CC=1C=C(C(=O)O)C=C(C1O)C